OCC=1C=C(C(=C(C1)O)C1=NC2=NC(=CC=C2C=C1)C1CN(CCC1)C)C 5-(hydroxymethyl)-3-methyl-2-[7-(1-methyl-3-piperidyl)-1,8-naphthyridin-2-yl]phenol